zinc N-(benzenesulfonyl)benzenesulfonamide C1(=CC=CC=C1)S(=O)(=O)NS(=O)(=O)C1=CC=CC=C1.[Zn]